C(C)(C)(C)N1N=C(C(=C1C)O)C1=C(C=CC=C1)CC 1-(tert-butyl)-5-methyl-3-(2-ethylphenyl)-pyrazole-4-ol